COC=1C=C(C=CC1OC)C1=NN=C(O1)NC1=NC2=C(N1)C=CC=C2OC 5-(3,4-dimethoxyphenyl)-N-(4-methoxy-1H-benzo[d]imidazol-2-yl)-1,3,4-oxadiazol-2-amine